1-(propan-2-yl)-5-[4-(trifluoromethoxy)phenoxy]-1H-1,2,4-triazole CC(C)N1N=CN=C1OC1=CC=C(C=C1)OC(F)(F)F